C(C1=CC=CC=C1)OC1=C(N=CC2=C(C=CC=C12)OC1=C(C=CC=C1C)C)C(=O)OC methyl 4-(benzyloxy)-8-(2,6-dimethylphenoxy)isoquinoline-3-carboxylate